6-Fluoro-3,5-dihydroxypyrazine-2-carboxamide FC1=C(N=C(C(=N1)C(=O)N)O)O